C(C)(C)(C)OC(=O)N1C[C@@H](CC1)NC1=C2C=C(C=NC2=CC=C1)OC (R)-3-((3-Methoxyquinolin-5-yl)amino)pyrrolidine-1-carboxylic acid tert-butyl ester